(1S,2S)-N-(2-amino-6-nitrophenyl)-2-(3-chlorophenyl)cyclopropane-1-carboxamide NC1=C(C(=CC=C1)[N+](=O)[O-])NC(=O)[C@@H]1[C@H](C1)C1=CC(=CC=C1)Cl